C(C1CO1)OCC[Si](OCC)(OCC)OCC 2-glycidyloxyethyltriethoxysilane